BrC1=CC=2C(C3=CC(=CC=C3N(C2C=C1)CCCCOP(O)(O)=O)Br)(C)C [4-(2,7-dibromo-9,9-dimethylacrid-10-yl)butyl]phosphoric acid